benzyl 5-amino-2-(((benzyloxy) carbonyl) amino)-5-oxopentanoate NC(CCC(C(=O)OCC1=CC=CC=C1)NC(=O)OCC1=CC=CC=C1)=O